ClC1=NC(=C2C(=N1)N(N=C2)[C@H]2[C@@H]([C@@H]([C@H](O2)COC(C#N)P(O)(O)=O)O)O)NC2CCCC2 ((((2R,3S,4R,5R)-5-(6-chloro-4-(cyclopentylamino)-1H-pyrazolo[3,4-d]pyrimidin-1-yl)-3,4-dihydroxytetrahydrofuran-2-yl)methoxy)(cyano)methyl)phosphonic acid